1-((1-methyl-6-oxo-1,6-dihydropyridin-3-yl)methyl)-1H-pyrrole-2-carboxylic acid CN1C=C(C=CC1=O)CN1C(=CC=C1)C(=O)O